CCCCCCCCCCCCCCCCCC(=O)OC(CC(=O)[O-])C[N+](C)(C)C Stearoyl-L-Carnitine